BrC=1C=CC(=C(C1)C(C1CCN(CC1)C1=CC(=C(C(=O)OC)C=C1)OC=1C=C2C(=NC1)NC=C2)O)C2=CC=C(C=C2)Cl methyl 4-[4-[[5-bromo-2-(4-chlorophenyl)phenyl]-hydroxy-methyl]-1-piperidyl]-2-(1H-pyrrolo[2,3-b]pyridin-5-yloxy)benzoate